BrCCC(C)(C)C 1-bromo-3,3-dimethylbutane